(2RS)-2-[6-[2-(6-amino-3-pyridinyl)ethynyl]-1-oxo-isoindolin-2-yl]-2-(3-hydroxy-2-pyridinyl)-N-thiazol-2-yl-acetamide trifluoroacetate FC(C(=O)O)(F)F.NC1=CC=C(C=N1)C#CC1=CC=C2CN(C(C2=C1)=O)[C@@H](C(=O)NC=1SC=CN1)C1=NC=CC=C1O |r|